tert-butyl 3-(6-bromo-3-nitropyridin-2-yl)-3-oxopropanoate BrC1=CC=C(C(=N1)C(CC(=O)OC(C)(C)C)=O)[N+](=O)[O-]